Furanylacrylic acid O1C(=CC=C1)C(C(=O)O)=C